C(CCCCCCC)C(C(=O)N)=C.C(C=C)(=O)O acrylic acid octylacrylamide